C(CCC)(=O)C1=NC=C(C(=N1)C)C=1C=NC2=CC(=NC=C2C1)NC(=O)C1CC1 N-[3-(2-butanoyl-4-methylpyrimidin-5-yl)-1,6-naphthyridin-7-yl]cyclopropanecarboxamide